ClC=1C=CC(=C(C1)C1=CC(N(C=C1OC)C(C(=O)NC1=CC2=CN(N=C2C=C1)C)CCC)=O)N1C=NC(=C1)Cl 2-{4-[5-chloro-2-(4-chloro-1H-imidazol-1-yl)phenyl]-5-methoxy-2-oxopyridin-1(2H)-yl}-N-(2-methyl-2H-indazol-5-yl)pentanamide